FC1=C(C(=CC=C1)F)NC(C1=C(C=C(C(=C1)F)N1N=C2N(CCCC2)C1=O)F)=O N-(2,6-difluorophenyl)-2,5-difluoro-4-(3-oxo-5,6,7,8-tetrahydro[1,2,4]triazolo[4,3-a]pyridin-2(3H)-yl)benzamide